benzoylbenzoindole C(C1=CC=CC=C1)(=O)C=1NC2=C3C(=CC=C2C1)C=CC=C3